[3-(trifluoromethyl)-1H-pyrazol-4-yl]Boric acid FC(C1=NNC=C1OB(O)O)(F)F